(4-pyridyl)quinoline-8-carboxamide N1=CC=C(C=C1)C1=NC2=C(C=CC=C2C=C1)C(=O)N